BrCC\C=C/CCCCCC (3Z)-1-bromo-3-decene